pyrimidin-2-yl-3,3-dimethylpiperidin-4-ol N1=C(N=CC=C1)N1CC(C(CC1)O)(C)C